FC=1C=C(C=C2N=CC=NC12)CC1=NC=CC(=C1N)N1CCNC2(CC2)C1 ((8-Fluoroquinoxalin-6-yl)methyl)-4-(4,7-diazaspiro[2.5]octan-7-yl)pyridin-3-amine